ClC1=C(C(=NN1C)C1=C(N=C(O1)CC)C)C(=O)N1CC2(CCC1)CCN(CC2)CCC(C)(C)C (5-Chloro-3-(2-ethyl-4-methyloxazol-5-yl)-1-methyl-1H-pyrazol-4-yl)(9-(3,3-dimethylbutyl)-2,9-diazaspiro[5.5]undecan-2-yl)methanone